CC(COS(=O)(=O)CCOS(=O)(=O)C(F)(F)F)(C)C 2-(trifluoromethylsulfonyloxy)ethanesulfonic acid 2,2-dimethylpropyl ester